sodium 3,4-dimethylphenyl-glyoxylate CC=1C=C(C=CC1C)C(C(=O)[O-])=O.[Na+]